C(C)(C)(CC)N tertiary amyl-amine